ClC1=C(C=C(C=C1)C1CN(CC1)C(=O)C1=CC(=NN1)C1=CN=NC=C1)F [3-(4-chloro-3-fluoro-phenyl)pyrrolidin-1-yl]-(3-pyridazin-4-yl-1H-pyrazol-5-yl)methanone